CN1C(=C(C2=CC(=CC=C12)O)C(=O)OCC)C ethyl 1,2-dimethyl-5-hydroxy-3-indolecarboxylate